2-((4-((6-((4-bromo-2-fluorophenoxy)methyl)pyridin-2-yl)oxy)piperidine-1-yl)methyl)-1-((1-(cyclopropylmethyl)-1H-imidazol-5-yl)methyl)-1H-benzo[d]imidazole-6-carboxylic acid BrC1=CC(=C(OCC2=CC=CC(=N2)OC2CCN(CC2)CC2=NC3=C(N2CC2=CN=CN2CC2CC2)C=C(C=C3)C(=O)O)C=C1)F